(1S,3R)-3-(2-cyanoacetamido)-N-(4-(3,3-dimethyl-3,4-dihydro-2H-benzo[b][1,4]oxazin-8-yl)-5-methylpyridin-2-yl)cyclohexane-1-carboxamide C(#N)CC(=O)N[C@H]1C[C@H](CCC1)C(=O)NC1=NC=C(C(=C1)C1=CC=CC2=C1OCC(N2)(C)C)C